OCC1CCC12CCN(CC2)C(=O)OC(C)(C)C tert-butyl 1-(hydroxymethyl)-7-azaspiro[3.5]nonane-7-carboxylate